[Cu+2].[C-]#N.[C-]#N cyanide copper salt